5-((4-Chlorophenyl)amino)-2-methylimidazo[1,2-c]quinazoline-8-carboxylic acid ClC1=CC=C(C=C1)NC1=NC=2C=C(C=CC2C=2N1C=C(N2)C)C(=O)O